4-(N-methyl-N-(3-L-tyrosylamino-4-methoxyphenyl)-amino)coumarin CN(C1=CC(=C(C=C1)OC)NC([C@@H](N)CC1=CC=C(C=C1)O)=O)C1=CC(OC2=CC=CC=C12)=O